CC1=C(C=CC=C1N1CCC(CC1)N[C@@H]1CC[C@H](CC1)O)C1=CC=CC=C1 trans-4-(1-(2-methylbiphenyl-3-yl)piperidin-4-ylamino)cyclohexanol